6-amino-3-(1',2'-dihydrospiro[cyclopropane-1,3'-pyrrolo[2,3-b]pyridin]-5'-yl)-2-fluoro-N-(2-hydroxy-2-methylpropyl)-N-methylbenzamide NC1=CC=C(C(=C1C(=O)N(C)CC(C)(C)O)F)C=1C=C2C(=NC1)NCC21CC1